Cl.C1(CCCC1)[C@@H](C)N (1R)-1-cyclopentylethylamine hydrochloride